tert-butyl 4-chloro-8-oxo-5,8-dihydropyrido[3,4-d]pyrimidine-7(6H)-carboxylate ClC=1C2=C(N=CN1)C(N(CC2)C(=O)OC(C)(C)C)=O